1-methyl-6-[4-(2-morpholino-2-oxo-ethoxy)phenoxy]indazole-5-carboxamide CN1N=CC2=CC(=C(C=C12)OC1=CC=C(C=C1)OCC(=O)N1CCOCC1)C(=O)N